2-(4-(4-(2-methoxyethoxy)phenyl)piperazin-1-yl)ethan-1-amine COCCOC1=CC=C(C=C1)N1CCN(CC1)CCN